5-chloro-2-[5-(trifluoromethyl)-2-[5-(trifluoromethyl)-2-pyridyl]pyrazol-3-yl]oxy-pyrimidine ClC=1C=NC(=NC1)OC=1N(N=C(C1)C(F)(F)F)C1=NC=C(C=C1)C(F)(F)F